(dicyclohexylmethyl)-1-(6-((2-methyl-[1,1'-biphenyl]-3-yl)methoxy)pyridin-3-yl)-5,8,11-trioxa-2-azatetradecan-14-amide C1(CCCCC1)C(C1CCCCC1)C(NCCOCCOCCOCCC(=O)N)C=1C=NC(=CC1)OCC=1C(=C(C=CC1)C1=CC=CC=C1)C